oxohydroxytin O=[Sn]O